C(C1=CC=CC=C1)OC1=C(C=CC(=C1)C)C=1C=CC(=[N+](C1)[O-])C(N[C@H]1CS(C=C1)(=O)=O)=O (R)-5-(2-(benzyloxy)-4-methylphenyl)-2-((1,1-dioxido-2,3-dihydrothiophen-3-yl)carbamoyl)pyridine 1-oxide